N1C(=CC=2C1=NC=CC2)C2=NNC=1C2=NC=CC1 3-(1H-pyrrolo[2,3-B]pyridine-2-yl)-1H-pyrazolo[4,3-B]pyridine